(4aS,7aS,12bS)-3-(cyclopropylmethyl)-4a-hydroxy-7-methylene-2,3,4,4a,5,6,7,7a-octahydro-1H-4,12-methanobenzofuro[3,2-e]isoquinolin-9-yl-octadecyl carbonate C(OCCCCCCCCCCCCCCCCCCC1=CC=C2C3=C1O[C@@H]1[C@]34CCN(C([C@@]4(CCC1=C)O)C2)CC2CC2)([O-])=O